C(=CCC)C(C)O[SiH](C)C 1-butenyldimethylethoxysilane